methyl 1-(4-(1-(2-fluoro-6-methylphenyl) azetidin-3-yl)-2,6-dimethylbenzyl)-piperidine-4-carboxylate FC1=C(C(=CC=C1)C)N1CC(C1)C1=CC(=C(CN2CCC(CC2)C(=O)OC)C(=C1)C)C